methyl 2-methyl-6-morpholino-5-nitro-3H-benzofuran-2-carboxylate CC1(OC2=C(C1)C=C(C(=C2)N2CCOCC2)[N+](=O)[O-])C(=O)OC